chromium bisglutamate N[C@@H](CCC(=O)[O-])C(=O)[O-].N[C@@H](CCC(=O)[O-])C(=O)[O-].[Cr+4]